CO[SiH2]CCCNCCC[SiH2]OC bis-[3-(methoxysilyl)-propyl]-amine